(2S,5R)-4-(5-iodo-7-toluenesulfonyl-7H-pyrrolo[2,3-d]pyrimidin-4-yl)-2,5-dimethylpiperazine-1-carboxylic acid tert-butyl ester C(C)(C)(C)OC(=O)N1[C@H](CN([C@@H](C1)C)C=1C2=C(N=CN1)N(C=C2I)S(=O)(=O)CC2=CC=CC=C2)C